[3-{[2-(4-chlorophenyl)imidazo[1,2-a]pyrimidin-3-yl]methyl}-8-oxo-3,10-diazabicyclo[4.3.1]dec-10-yl](3-fluoro-6-methoxypyridin-2-yl)methanone ClC1=CC=C(C=C1)C=1N=C2N(C=CC=N2)C1CN1CC2CC(CC(CC1)N2C(=O)C2=NC(=CC=C2F)OC)=O